C(C1=CC=CC=C1)N(C1=CC=C(C=C1)B(O)O)C 4-(BENZYL(METHYL)AMINO)PHENYLBORONIC ACID